1-(benzothien-5-yl)octahydropyrrolo[3,4-b]pyrrole S1C=CC2=C1C=CC(=C2)N2C1C(CC2)CNC1